8-(n-hexyloxycarbonyl)-tetracyclo[4.4.0.12,5.17,10]-3-dodecene C(CCCCC)OC(=O)C1C2C3C4C=CC(C3C(C1)C2)C4